C(C)C=1C=CC=C2C=CC=C(C12)N1CC=2N=C(N=C(C2CC1)NC1CN(C1)C(=O)N)OCC12CCCN2CCC1 3-((7-(8-ethylnaphthalen-1-yl)-2-((tetrahydro-1H-pyrrolizin-7a(5H)-yl)methoxy)-5,6,7,8-tetrahydropyrido[3,4-d]pyrimidin-4-yl)amino)azetidine-1-carboxamide